C[C@H]1[C@H](NC[C@H](O1)C)CNC1=NC=C(C(=N1)C)C(F)(F)F N-(((2S,3R,6R)-2,6-dimethylmorpholin-3-yl)methyl)-4-methyl-5-(trifluoromethyl)pyrimidin-2-amine